C(C1=CC=CC=C1)OC1=C(N=C(C2=C(C(=CC=C12)Cl)OC1=CC=CC=C1)NC(=S)NC(=O)OCC)C(=O)OC Methyl 4-(benzyloxy)-7-chloro-1-(3-(ethoxycarbonyl)thioureido)-8-phenoxyisoquinoline-3-carboxylate